ClC1=C(C=2N(C(=C1)C)N=CN2)NC=2C=1C=NN(C1C=CC2C)C2OCCCC2 N-{7-chloro-5-methyl-[1,2,4]triazolo[1,5-a]pyridin-8-yl}-5-methyl-1-(oxan-2-yl)indazol-4-amine